C(C)(C)(C)N(C(O)=O)CCCOC1=CC(=NC(=C1)CO)CO.OCC1=NC(=CC(=C1)OCCCNC(OC(C)(C)C)=O)CO Tert-butyl (3-((2,6-bis(hydroxymethyl)pyridin-4-yl)oxy)propyl)carbamate Tert-butyl-(3-((2,6-bis(hydroxymethyl)pyridin-4-yl)oxy)propyl)carbamate